3-[(2,5-dimethylbenzyl)sulfanyl]-5-methyl-[1,2,4]triazol CC1=C(CSC2=NNC(=N2)C)C=C(C=C1)C